{1-[6-(4-methanesulfonylpiperidin-1-yl)pyridin-3-yl]-2',7-dimethyl-1H,2'H-[3,4'-biindazol]-6-yl}methanol CS(=O)(=O)C1CCN(CC1)C1=CC=C(C=N1)N1N=C(C2=CC=C(C(=C12)C)CO)C=1C2=CN(N=C2C=CC1)C